Cyclopropaneoctanoic Acid C1(CC1)CCCCCCCC(=O)O